5-bromo-7-nitro-1H-indole-2,3-dione BrC=1C=C2C(C(NC2=C(C1)[N+](=O)[O-])=O)=O